2,4-cyclopentadien-1-one C1(C=CC=C1)=O